C(C=C)(=O)/C(=C(/C(=O)O)\CC)/C(=O)O acryloylethylmaleic acid